C1(=CC=CC=C1)C=CC1=C(C=CC=C1)/C(/C(=O)OC)=C\OC methyl (E)-2-[2-(2-phenylethen-1-yl)phenyl]-3-methoxyacrylate